Tert-butyl 6,6a,7,7a-tetrahydro-5H-cyclopropa(c){1,5}naphthyridine-5-carboxylate N1=C2C3C(CN(C2=CC=C1)C(=O)OC(C)(C)C)C3